F[C@@H]1C[C@H](N(C1)C(CN1N=CC=C1)=O)C(=O)N[C@H](C1=CC=C(C=C1)C(C)C)C1=CC=CC=C1 (2S,4R)-4-fluoro-N-[(S)-phenyl[4-(propan-2-yl)phenyl]methyl]-1-[2-(1H-pyrazol-1-yl)acetyl]pyrrolidine-2-carboxamide